4-nitrobenzyl (S,E)-((3-(hydroxymethyl)pyrrolidin-1-yl)((((4-nitrobenzyl)oxy)carbonyl)imino)methyl)carbamate OC[C@@H]1CN(CC1)/C(=N/C(=O)OCC1=CC=C(C=C1)[N+](=O)[O-])/NC(OCC1=CC=C(C=C1)[N+](=O)[O-])=O